BrC(CCCCO)CC1=NC(=CC=C1)C 5-Bromo-6-(6-methylpyridin-2-yl)hexan-1-ol